1-{[4-(11,12-didehydrodibenzo[b,f]azocin-5(6H)-yl)-4-oxobutanoyl]oxy}pyrrolidine-2,5-dione C1=CC=CC=2N(CC3=C(C#CC21)C=CC=C3)C(CCC(=O)ON3C(CCC3=O)=O)=O